4-((3-(2,3-difluoro-4-methoxyphenyl)imidazo[1,2-a]pyrazin-8-yl)amino)-2-methylbenzoic acid FC1=C(C=CC(=C1F)OC)C1=CN=C2N1C=CN=C2NC2=CC(=C(C(=O)O)C=C2)C